2,3,5,6-tetrafluoroterephthalic acid ethyl ester C(C)OC(C1=C(C(=C(C(=O)O)C(=C1F)F)F)F)=O